O1CC(CC1)C=1C=C(CO)C=CC1 3-(Tetrahydrofuran-3-yl)benzyl alcohol